C(C(=C)C)(=O)OCCC1=CC=C(C=C1)NC1=CC=C(C=2C(C3=CC=CC=C3C(C12)=O)=O)NC1=CC=C(C=C1)CCOC(C(=C)C)=O 1,4-bis(4-(2-methacryloyloxyethyl)phenylamino)anthraquinone